N1=CN=CC2=C1C=NN=C2 pyridazino[4,5-d]pyrimidin